C(C)N1C=NC2=C1N=NC=C2C2=CC(=C(C=C2)F)C=2C=C1C(=NC2OC)N(N=C1)C 7-ethyl-4-(4-fluoro-3-(6-methoxy-1-methyl-1H-pyrazolo[3,4-b]pyridin-5-yl)phenyl)-7H-imidazo[4,5-c]pyridazine